[C@H]12CNC[C@@H]2C1CN1C[C@H]2N(C=3C(=NN=C(C3)C3=C(C=CC=C3)O)NC2)C[C@@H]1C 2-((6aS,9S)-8-(((1R,5S,6r)-3-azabicyclo[3.1.0]hexan-6-yl)methyl)-9-methyl-6,6a,7,8,9,10-hexahydro-5H-pyrazino[1',2':4,5]pyrazino[2,3-c]pyridazin-2-yl)phenol